C([C@@H](O)C)(=O)[O-].[Ti+4].C([C@@H](O)C)(=O)[O-].C([C@@H](O)C)(=O)[O-].C([C@@H](O)C)(=O)[O-] titanium L-lactate